2-({4-[(2-aminopyridin-4-yl)-amino]-6-(5-chloro-2-fluoro-phenyl)pyridazin-3-yl}oxy)-ethan-1-ol NC1=NC=CC(=C1)NC1=C(N=NC(=C1)C1=C(C=CC(=C1)Cl)F)OCCO